5-Methyl-2-(1-methyl-1H-imidazol-2-yl)-6-(1-methyl-1H-pyrazol-3-yl)-N-(5-(trifluoromethoxy)pyridin-2-yl)pyrrolo[2,1-f][1,2,4]triazin-4-amine CC=1C(=CN2N=C(N=C(C21)NC2=NC=C(C=C2)OC(F)(F)F)C=2N(C=CN2)C)C2=NN(C=C2)C